1-(2-carboxyethyl)-4-(2-((phenylmethyl)sulfonamido)-4-(4-(4-((6-(trifluoromethyl)pyridin-3-yl)oxy)phenyl)piperidine-1-carbonyl)phenyl)piperazin-1-ium chloride [Cl-].C(=O)(O)CC[NH+]1CCN(CC1)C1=C(C=C(C=C1)C(=O)N1CCC(CC1)C1=CC=C(C=C1)OC=1C=NC(=CC1)C(F)(F)F)NS(=O)(=O)CC1=CC=CC=C1